FC=1C=C(C=CC1F)C(Cl)(Cl)Cl 3,4-difluorobenzotrichloride